2,6-dihydroxy-N,N-bis(2-hydroxyethyl)-5'-methyl-4-pentyl-1',2',3',4'-tetrahydro-[1,1'-biphenyl]-3-carboxamide OC1=C(C(=CC(=C1C(=O)N(CCO)CCO)CCCCC)O)C1CCCC(=C1)C